lead (II) mesylate S(C)(=O)(=O)[O-].[Pb+2].S(C)(=O)(=O)[O-]